C(C)(C)(C)OC(=O)N1CC(CC1)NC1=NC(=C(C=C1)Br)C 3-((5-bromo-6-methylpyridin-2-yl)amino)pyrrolidine-1-carboxylic acid tert-butyl ester